CC(C)(C)S(=O)(=O)N (R)-(+)-2-methyl-2-propanesulfonamide